1-(4-(5-(5-amino-1-(6,7-dimethoxyquinazolin-4-yl)-1H-1,2,4-triazol-3-ylamino)-2-chlorophenyl)piperazin-1-yl)ethanone NC1=NC(=NN1C1=NC=NC2=CC(=C(C=C12)OC)OC)NC=1C=CC(=C(C1)N1CCN(CC1)C(C)=O)Cl